Potassium O-ethyl carbonodithioate CCOC(=S)[S-].[K+]